N1=NN(C2=NC=CC=C21)C2=CC(=C(C(=O)N(C1=NC=CC3=CC(=CC=C13)C1=NC=CC=C1)[C@H]1CNCCC1)C=C2)F (R)-4-(3H-[1,2,3]triazolo[4,5-b]pyridin-3-yl)-2-fluoro-N-(piperidin-3-yl)-N-(6-(pyridin-2-yl)isoquinolin-1-yl)benzamide